(R)-5-{4-[(2S,4S)-4-(3,5-dimethylpyridin-2-ylamino)-2-hydroxymethylpyrrolidine-1-carbonyl]phenyl}-5-methylimidazolidine-2,4-dione CC=1C(=NC=C(C1)C)N[C@H]1C[C@H](N(C1)C(=O)C1=CC=C(C=C1)[C@@]1(C(NC(N1)=O)=O)C)CO